C(#N)C1=NC(=NC=C1)NC1CC(C1)(C(=O)O)C cis-3-[(4-cyanopyrimidin-2-yl)amino]-1-methyl-cyclobutanecarboxylic acid